Penta(methylacetamido)tantalum CCC(=O)N[Ta](NC(CC)=O)(NC(CC)=O)(NC(CC)=O)NC(CC)=O